(S)-2-(4-Isopropyl-7-oxo-1-phenyl-1,7-dihydro-6H-pyrazolo[3,4-d]pyridazin-6-yl)-N-(1-(p-tolyl)ethyl)acetamid C(C)(C)C=1C2=C(C(N(N1)CC(=O)N[C@@H](C)C1=CC=C(C=C1)C)=O)N(N=C2)C2=CC=CC=C2